N-[(3R)-1-(4-{[(1R)-1-{3-[(E)-2-ethoxyethenyl]phenyl}ethyl]amino}-2-methylpyrido[3,4-d]pyrimidin-6-yl)pyrrolidin-3-yl]acetamide C(C)O/C=C/C=1C=C(C=CC1)[C@@H](C)NC=1C2=C(N=C(N1)C)C=NC(=C2)N2C[C@@H](CC2)NC(C)=O